ClC=1C2=C(N=CN1)NCC2(C)COC 4-chloro-5-(methoxymethyl)-5-methyl-6,7-dihydro-5H-pyrrolo[2,3-d]pyrimidine